C(C)(C)(C)OC(N[C@@H](C(O)C#N)CC1=CC=C(C=C1)F)=O ((2R)-1-cyano-3-(4-fluorophenyl)-1-hydroxypropan-2-yl)carbamic acid tert-butyl ester